C(C)N1C(C=C(C2=CC=CC(=C12)C=1C=NC=CC1OC)N)=O ethyl-4-amino-8-(4-methoxy-3-pyridinyl)-2-oxo-1H-quinoline